C(C)(C)(C)OC(=O)N1CCC(CC1)CN1N=CC(=C1)C1=NC2=C(C(=C(C=C2N=C1)C)OC1=CC(=C(C=C1)[N+](=O)[O-])N)Cl tert-butyl-4-((4-(7-(3-amino-4-nitrophenoxy)-8-chloro-6-methylquinoxalin-2-yl)-1H-pyrazol-1-yl)methyl)piperidine-1-carboxylate